5-(2-{2-[(naphthalen-1-yl)sulfamoyl]phenyl}ethynyl)pyridine-2-carboxylic acid C1(=CC=CC2=CC=CC=C12)NS(=O)(=O)C1=C(C=CC=C1)C#CC=1C=CC(=NC1)C(=O)O